N1N=CC2=CC(=CC=C12)C=1N=C2N(N=C(C=C2)N)C1C1=NOC(=N1)CNC1=CC=CC=C1 (1H-indazol-5-yl)-3-{5-[(anilino)methyl]-1,2,4-oxadiazol-3-yl}imidazo[1,2-b]pyridazin-6-amine